CC(CC(CCO)O)O methyl-1,3,5-pentanetriol